C1(CC1)N1N=CC=C1C1=CC(=NC(=C1)C1=CC(=CC=C1)C1=NOC(=C1)[C@]1(C(N(CC1)C)=O)O)C(=O)N (R)-4-(1-Cyclopropyl-1H-pyrazol-5-yl)-6-(3-(5-(3-hydroxy-1-methyl-2-oxopyrrolidin-3-yl)isoxazol-3-yl)phenyl)picolinamide